1-[(4S)-8-chlorochroman-4-yl]-3-[1-(3,4-dimethoxyphenyl)pyrazol-3-yl]urea ClC=1C=CC=C2[C@H](CCOC12)NC(=O)NC1=NN(C=C1)C1=CC(=C(C=C1)OC)OC